C(=C)NC1=CC=CC=C1 vinylphenyl-amine